1-(2,4-difluorophenyl)-N-[2,3,6-trifluoro-4-[[3-[2-[[(3S,5S)-5-fluoro-3-piperidyl]amino]pyrimidin-4-yl]-2-pyridyl]oxy]phenyl]methanesulfonamide FC1=C(C=CC(=C1)F)CS(=O)(=O)NC1=C(C(=C(C=C1F)OC1=NC=CC=C1C1=NC(=NC=C1)N[C@@H]1CNC[C@H](C1)F)F)F